O=C1NC(CCC1N1C(C2=CC=CC(=C2C1=O)NCC(=O)O)=O)=O (2-(2,6-dioxopiperidin-3-yl)-1,3-dioxoisoindolin-4-yl)glycine